5-fluoro-3-pyrazoleformylhydrazine FC1=CC(=NN1)C(=O)NN